O=C1NC(CCC1C1=C(C=C(C=C1F)N1CC(C1)NC(OC12CC(C1)(C2)C(N(C2=CC=C(C=C2)C)C)=O)=O)F)=O 3-(methyl (p-tolyl)carbamoyl)bicyclo[1.1.1]pentan-1-yl (1-(4-(2,6-dioxopiperidin-3-yl)-3,5-difluorophenyl) azetidin-3-yl)carbamate